(4S)-4-Amino-5-{4-[(2-{[(9H-fluoren-9-ylmethoxy)carbonyl]amino}ethyl)amino]phenyl}-2,2-dimethylpentanoic acid N[C@H](CC(C(=O)O)(C)C)CC1=CC=C(C=C1)NCCNC(=O)OCC1C2=CC=CC=C2C=2C=CC=CC12